ClC=1C(=C(C=CC1)C=CC(=O)N)F 3-(3-chloro-2-fluorophenyl)acrylamide